N-(4-methoxyphenyl)cinnamamide COC1=CC=C(C=C1)NC(C=CC1=CC=CC=C1)=O